sodium ferric phosphate P(=O)([O-])([O-])[O-].[Fe+3].[Na]